C1(=CC=CC=C1)[C@H](C)N (s)-1-phenylethylamine